((5S,8s)-1-ethyl-2-oxo-1-azaspiro[4.5]decan-8-yl)-4-(5-(5-fluoro-2-methoxypyridin-4-yl)-1H-pyrazole-3-carbonyl)-4-azaspiro[2.5]octane-7-carboxamide C(C)N1C(CCC12CCC(CC2)C2CC21N(CCC(C1)C(=O)N)C(=O)C1=NNC(=C1)C1=CC(=NC=C1F)OC)=O